C(C)C1=C(C(=CC(=C1)OCC)C)O 2-ethyl-6-methyl-4-ethoxy-phenol